2-(2-(5-bromo-3-chloro-2-fluorophenyl)hydrazono)propionic acid ethyl ester C(C)OC(C(C)=NNC1=C(C(=CC(=C1)Br)Cl)F)=O